COC=1C=C(C=CC1)C#CC(=O)O 3-methoxyphenylpropynoic acid